C[SH-]C(OCCC1(CC1)C#N)=S O-(2-(1-cyanocyclopropyl) ethyl) S-methyldithiocarbonate